(E)-3-(3-(3,5-bis-(trifluoromethyl)-phenyl)-1H-1,2,4-triazol-1-yl)-2-(quinolin-3-yl)-acrylamide FC(C=1C=C(C=C(C1)C(F)(F)F)C1=NN(C=N1)/C=C(/C(=O)N)\C=1C=NC2=CC=CC=C2C1)(F)F